C(C=C(C(=O)[O-])CC(=O)[O-])(=O)OCCCC butyl aconitate